(1R,3S,5s,7s)-2-(5-(3-cyano-6-(1-methyl-1H-pyrazol-4-yl)pyrazolo[1,5-a]pyridin-4-yl)pyrazin-2-yl)-N-(6-methoxypyridin-3-yl)-2-azaadamantan-5-carboxamide C(#N)C=1C=NN2C1C(=CC(=C2)C=2C=NN(C2)C)C=2N=CC(=NC2)N2[C@@H]1CC3CC(C[C@@H]2C3)(C1)C(=O)NC=1C=NC(=CC1)OC